C(CCC)OC1=CC=C(C=C1)C1(C=CC2=C(O1)C=1C=C(C(=CC1C1=C2C(C2=CC(=CC=C21)C2=CC=C(C=C2)OC(C)C)(CCC)CCC)OC)OC)C2=CC=C(C=C2)N2CCOCC2 3-(4-butoxyphenyl)-3-(4-morpholinophenyl)-6,7-dimethoxy-11-(4-isopropoxyphenyl)-13,13-di-n-propyl-3H,13H-indeno[2',3':3,4]naphtho[1,2-b]pyran